C(C)N1C(N(C=2N=C(NC2C1=O)\C=C\C=1C=NC(=CC1)OCCOC)CC)=O (E)-1,3-diethyl-8-(2-(6-(2-methoxyethoxy)pyridin-3-yl)vinyl)-1H-purine-2,6(3h,7h)-dione